tert-Butyl 3-(5-bromobenzo[d]thiazol-2-yl)-2-(3-((2-methoxyethyl)amino)propanamido)-5,7-dimethyl-4,7-dihydrothieno[2,3-c]pyridine-6(5H)-carboxylate BrC=1C=CC2=C(N=C(S2)C2=C(SC=3C(N(C(CC32)C)C(=O)OC(C)(C)C)C)NC(CCNCCOC)=O)C1